3-(2-(((S)-1-benzyl-pyrrol-2-yl)methoxy)-7-chloro-8-fluoropyrido[4,3-d]pyrimidin-4-yl)-3,8-diazabicyclo[3.2.1]octane-8-carboxylic acid tert-butyl ester C(C)(C)(C)OC(=O)N1C2CN(CC1CC2)C=2C1=C(N=C(N2)OCC=2N(C=CC2)CC2=CC=CC=C2)C(=C(N=C1)Cl)F